(2R,3S)-2-(3-(7-(3-fluorophenyl)-1H-benzo[d]imidazol-1-yl)propyl)piperidin-3-ol FC=1C=C(C=CC1)C1=CC=CC2=C1N(C=N2)CCC[C@H]2NCCC[C@@H]2O